C[C@@H]1CN(C[C@@H](O1)C)C(=O)C=1C2=C(N(N1)CC(=O)N1CCC(CC1)C1=C(C=CC=C1)OC(F)(F)F)CCC2 2-{3-[(2R,6S)-2,6-Dimethylmorpholin-4-carbonyl]-5,6-dihydrocyclopenta[c]pyrazol-1(4H)-yl}-1-{4-[2-(trifluoromethoxy)phenyl]piperidin-1-yl}ethan-1-on